4-bromophenylethyl-silane BrC1=CC=C(C=C1)CC[SiH3]